CC1=CC=C(C=C1)N=NC12C(C=CC=C1)O2 4-methylazobenzene oxide